N1C[C@@H](OCC1)C1=CC=C(C=C1)NC(C1=CC(=NC=C1)C(F)(F)F)=O (S)-N-(4-(morpholin-2-yl)phenyl)-2-(trifluoromethyl)isonicotinamide